FC(C)(F)C=1C=C(C=CC1F)C1=CN=CC(=N1)CN1C(O[C@H](C1)C(=O)N(C)C)=O |r| (R/S)-3-[[6-[3-(1,1-Difluoroethyl)-4-fluoro-phenyl]pyrazin-2-yl]methyl]-N,N-dimethyl-2-oxo-oxazolidine-5-carboxamide